C1=C(C=CC2=CC=CC=C12)C(=O)CC(=O)C(F)(F)F beta-naphthaloyl-trifluoroacetone